C(C=C)(=O)N1[C@H](CN(C[C@H]1C)C1=NC(N2C3=C(C(=C(C=C13)C(F)(F)F)C1=CC=C(C=3SC=CC31)F)SC[C@@H]2COC)=O)C (3S)-7-((3S,5R)-4-acryloyl-3,5-dimethylpiperazin-1-yl)-10-(7-fluorobenzo[b]thiophen-4-yl)-3-(methoxymethyl)-9-(trifluoromethyl)-2,3-dihydro-5H-[1,4]thiazino[2,3,4-ij]quinazolin-5-one